FC(C1=CC=2N(C=C1)N=C(C2)C(=O)O)(F)F 5-(trifluoromethyl)pyrazolo[1,5-a]pyridine-2-carboxylic acid